4-amino-1-(2-deoxy-2,2-difluoro-β-D-erythro-pentofuranosyl)pyrimidin-2(1H)-on NC1=NC(N(C=C1)[C@H]1C([C@H](O)[C@H](O1)CO)(F)F)=O